6-chloro-4,4-dimethyl-2,3-dihydro-2,7-naphthyridin-1-one Sodium borohydride [BH4-].[Na+].ClC=1C=C2C(CNC(C2=CN1)=O)(C)C